tert-butyl 4-(6-(8-fluoro-2-methylimidazo[1,2-a]pyridine-6-carboximidamido)-4-methoxypyridin-3-yl)piperazine-1-carboxylate FC=1C=2N(C=C(C1)C(NC1=CC(=C(C=N1)N1CCN(CC1)C(=O)OC(C)(C)C)OC)=N)C=C(N2)C